tert-butyl 3-(4-((3-methyl-4-((1-methyl-1H-benzo[d]imidazol-5-yl)oxy)phenyl)-amino)pyrrolo[2,1-f][1,2,4]triazin-5-yl)azetidine-1-carboxylate CC=1C=C(C=CC1OC1=CC2=C(N(C=N2)C)C=C1)NC1=NC=NN2C1=C(C=C2)C2CN(C2)C(=O)OC(C)(C)C